COC/C=C/C1=C(N=C(S1)C(F)(F)F)C(=O)OCC ethyl (E)-5-(3-methoxyprop-1-en-1-yl)-2-(trifluoromethyl)thiazole-4-carboxylate